O=C1OC(CC2=CC=C(C=C12)C(F)(F)F)CC(=O)O 2-(1-Oxo-7-(trifluoromethyl)isochroman-3-yl)acetic acid